[Sr].[K] Potassium strontium